Cl.NCC1CN(C(O1)=O)C1=CC=C(C=C1)N1C(COCC1)=O 4-(4-(5-(aminomethyl)-2-oxo-oxazolidin-3-yl)phenyl)morpholin-3-one hydrochloride